S1C(=NCC1)NC=1NC=2N(C(C1C1=CC=C(C=C1)OC)=O)N=C(C2C2=CC=CC=C2)C2=CC=CC=C2 5-((4,5-Dihydrothiazol-2-yl)amino)-6-(4-methoxyphenyl)-2,3-diphenylpyrazolo[1,5-a]pyrimidin-7(4H)-one